C(C(=C)C)(=O)OCCC[SiH3] 3-(methacryloyloxy)propylsilane